C1OCC12CN(C2)C2=NC=1N(C=C2)N=CC1C(=O)OCC 1-Ethyl 5-(2-oxa-6-azaspiro[3.3]heptan-6-yl)pyrazolo[1,5-a]pyrimidine-3-carboxylate